C(=CC)C12C=CC(CC1)C2 propenyl-norbornene